3,9-diphenyl-9H-carbazole C1(=CC=CC=C1)C=1C=CC=2N(C3=CC=CC=C3C2C1)C1=CC=CC=C1